1-{[(4,5-dibromo-3-iodo-2-thienyl)carbonyl]amino}cyclopropanecarboxylic acid BrC=1C(=C(SC1Br)C(=O)NC1(CC1)C(=O)O)I